N=1C=CC=2C1NC(=CC2)C(=O)O.N2(CCNCC2)C2=NC=C(N=C2)C(F)(F)F 2-(piperazin-1-yl)-5-(trifluoromethyl)pyrazine PYRROLO[2,3-B]PYRIDINE-6-CARBOXYLATE